(R)-3-bromo-1-(methyl-d3)-5-(3-methylmorpholino)-1H-pyrazolo[4,3-b]Pyridin-7-ol BrC1=NN(C=2C1=NC(=CC2O)N2[C@@H](COCC2)C)C([2H])([2H])[2H]